N-[4-[(6,7-Dimethoxy-1,5-naphthyridin-4-yl)oxy]-3-fluorophenyl]-5-(4-fluoro-2-methylphenyl)-1-methyl-4-oxopyridine-3-carboxamide COC=1N=C2C(=CC=NC2=CC1OC)OC1=C(C=C(C=C1)NC(=O)C1=CN(C=C(C1=O)C1=C(C=C(C=C1)F)C)C)F